FC1=C(C=C(C(=C1)F)OC)NC(/C=N/O)=O (E)-N-(2,4-difluoro-5-methoxyphenyl)-2-(hydroxyimino)acetamide